COC1=CC=C(C=N1)C1=CN=C2C(=N1)N(C(CN2)=O)CCC2CCOCC2 7-(6-methoxypyridin-3-yl)-1-(2-(tetrahydro-2H-pyran-4-yl)ethyl)-3,4-dihydropyrazino[2,3-b]pyrazin-2(1H)-one